4-(4-(2-fluoropyridin-3-yl)phenyl)-N-(4-hydroxyphenyl)butanamide FC1=NC=CC=C1C1=CC=C(C=C1)CCCC(=O)NC1=CC=C(C=C1)O